[N+](=O)([O-])C=1C=C2C(=NC1)COCC2 3-nitro-6,8-dihydro-5H-pyrano[3,4-b]pyridine